(1R,4R)-4-(2,7-Dimethyl-4-(((R)-1-(3-nitro-5-(trifluoromethyl)phenyl)ethyl)amino) Quinazolin-6-yl)cyclohexane-1-carboxylate CC1=NC2=CC(=C(C=C2C(=N1)N[C@H](C)C1=CC(=CC(=C1)C(F)(F)F)[N+](=O)[O-])C1CCC(CC1)C(=O)[O-])C